tert-Butyl 7-nitro-1-oxospiro[isochroman-3,4'-piperidine]-1'-carboxylate [N+](=O)([O-])C1=CC=C2CC3(CCN(CC3)C(=O)OC(C)(C)C)OC(C2=C1)=O